BrC=1C(=C(C#N)C=CC1O)F Bromo-2-fluoro-4-hydroxybenzonitrile